tert-butyl-3-(tert-butyldimethyl silyloxy)pent-4-enoate C(C)(C)(C)OC(CC(C=C)O[Si](C)(C)C(C)(C)C)=O